N-((4-(benzyloxy)-2-fluorophenyl)sulfonyl)-4-(cyclopentylmethoxy)-5-cyclopropyl-2-fluorobenzamide C(C1=CC=CC=C1)OC1=CC(=C(C=C1)S(=O)(=O)NC(C1=C(C=C(C(=C1)C1CC1)OCC1CCCC1)F)=O)F